[6-(5-cyclopropyl-4H-1,2,4-triazol-3-yl)-2-azaspiro[3.3]heptan-2-yl]-[3-[6-[1-(trifluoromethyl)cyclopropyl]pyridazin-3-yl]azetidin-1-yl]methanone C1(CC1)C=1NC(=NN1)C1CC2(CN(C2)C(=O)N2CC(C2)C=2N=NC(=CC2)C2(CC2)C(F)(F)F)C1